(S)-2-((5-bromopyrimidin-4-yl)amino)-4-((2-(2,2-difluoroethoxy)ethyl)(4-(5,6,7,8-tetrahydro-1,8-naphthyridin-2-yl)butyl)amino)butanoic acid BrC=1C(=NC=NC1)N[C@H](C(=O)O)CCN(CCCCC1=NC=2NCCCC2C=C1)CCOCC(F)F